2,3-dihydro-1H-inden-2-yl-acetic acid tert-butyl ester C(C)(C)(C)OC(CC1CC2=CC=CC=C2C1)=O